COC1=C(N=CC(=N1)NC(OC(C)(C)C)=O)CNC(=O)C1CCOCC1 Tert-butyl (6-methoxy-5-((tetrahydro-2H-pyran-4-carboxamido)methyl)pyrazin-2-yl)carbamate